3-bromo-6-(bromomethyl)-2-fluoropyridine BrC=1C(=NC(=CC1)CBr)F